CC1=C(C(=CC(=C1)C)C)S 2,4,6-trimethylthiophenol